4,7-diphenoxy-1,2-dihydroisoquinoline O(C1=CC=CC=C1)C1=CNCC2=CC(=CC=C12)OC1=CC=CC=C1